[Li].C(C)(C)(C)C1=CC2=C(C3=CC=C(C=C3C(=C2C=C1)OC(=O)C1C(C2C=CC1C2)C(=O)O)C(C)(C)C)OC(=O)C2C(C1C=CC2C1)C(=O)O 2,6-Bis(tert-butyl)-9,10-bis[2-carboxy(3,6-methano-4-cyclohexenyl)]carbonyloxy-anthracene lithium